CS(=O)(=O)O[C@@H]1CN(CC1)C1=NC(=C(C=C1)C=1SC=2C(N(CCC2N1)C=1C=NC=CC1)=O)F (S)-1-(6-fluoro-5-(4-oxo-5-(pyridin-3-yl)-4,5,6,7-tetrahydrothiazolo[5,4-c]pyridin-2-yl)pyridin-2-yl)pyrrolidin-3-yl methanesulfonate